O1CCC2=C1C=CC(=C2)C2=CC(=C(C(=C2)C(C)C)CC(=O)NS(=O)(=O)C2=CC=C(C=C2)CN(C)C)C(C)C 2-[4-(2,3-dihydro-1-benzofuran-5-yl)-2,6-bis(propan-2-yl)phenyl]-N-{4-[(dimethylamino)methyl]benzene-sulfonyl}acetamide